FC1=CC=C(C=C1)C=1CC=C(C2CN(CC12)S(=O)(=O)C1=CC=C(C)C=C1)CO (7-(4-fluorophenyl)-2-tosyl-2,3,3a,6-tetrahydro-1H-isoindol-4-yl)methanol